CN1N=CC(=C1[Sn](CCCC)(CCCC)CCCC)C 1,4-dimethyl-5-(tributylstannyl)pyrazole